(thiazole-2-yl)-3,4-dihydro-1H-benzo[4,5]imidazo[2,1-c][1,4]thiazine-8-carboxamide S1C(=NC=C1)C1SCCN2C1=NC1=C2C=CC(=C1)C(=O)N